4-((4-(phenylamino)-1-(quinolin-2-ylmethyl)-1H-indole-7-carboxamido)methyl)benzoic acid C1(=CC=CC=C1)NC1=C2C=CN(C2=C(C=C1)C(=O)NCC1=CC=C(C(=O)O)C=C1)CC1=NC2=CC=CC=C2C=C1